(cis)-1,2-Dierucoyl-sn-Glycero-3-Phosphocholine C(CCCCCCCCCCC\C=C/CCCCCCCC)(=O)OC[C@@H](OC(CCCCCCCCCCC\C=C/CCCCCCCC)=O)COP(=O)([O-])OCC[N+](C)(C)C